(R)-3-methyl-4-(4-(3-methyl-1H-pyrazol-4-yl)-7-(1H-pyrazol-5-yl)imidazo[1,5-b]pyridazin-2-yl)morpholine C[C@H]1N(CCOC1)C=1C=C(C=2N(N1)C(=NC2)C2=CC=NN2)C=2C(=NNC2)C